C(CC)(=O)NC(C)S(=O)(=O)O.COC1=C(C=CC=C1)S(=O)(=O)NC1=NOC2=C1C(=CC(=C2)CN2N=CC(=C2)CNS(=O)(=O)C)OC 2-methoxy-N-(4-methoxy-6-((4-(methylsulfonamidomethyl)-1H-pyrazol-1-yl)methyl)benzo[d]isoxazol-3-yl)benzenesulfonamide propionamidoethanesulfonate